C(O)C(CCC)(CO)CO trimethylol(n-butane)